The molecule is a hydroxy fatty acid anion that is the conjugate base of 26-hydroxyhexacosanoic acid, obtained by deprotonation of the carboxy group; major species at pH 7.3. It is a very long-chain fatty acid anion and an omega-hydroxy fatty acid anion. It is a conjugate base of a 26-hydroxyhexacosanoic acid. C(CCCCCCCCCCCCC(=O)[O-])CCCCCCCCCCCCO